ClC1=C(C=CC(=C1)F)C(\C=C\C1=CC(=C(C=C1)O)OC)=O (E)-1-(2-Chloro-4-fluorophenyl)-3-(4-hydroxy-3-methoxyphenyl)prop-2-en-1-one